N-(2-(4-(tert-butyl)phenyl)-7-methylthieno[3,2-d]pyrimidin-4-yl)-5-nitrothiophene-2-carboxamide C(C)(C)(C)C1=CC=C(C=C1)C=1N=C(C2=C(N1)C(=CS2)C)NC(=O)C=2SC(=CC2)[N+](=O)[O-]